C(C(CCC)CCC)(=O)[O-] Valproat